3-((1R,3R)-1-(2,6-difluoro-4-(((R)-1-(3-fluoropropyl)pyrrolidin-3-yl)oxy)phenyl)-3-methyl-1,3,4,9-tetrahydro-2H-pyrido[3,4-b]indol-2-yl)bicyclo[1.1.1]pentane-1-carboxamide FC1=C(C(=CC(=C1)O[C@H]1CN(CC1)CCCF)F)[C@H]1N([C@@H](CC2=C1NC1=CC=CC=C21)C)C21CC(C2)(C1)C(=O)N